ClC1=C(C(=O)NC=2OC=NN2)C=CC(=C1[S@@](=O)C)C(F)F 2-Chloro-N-(1,3,4-oxadiazol-2-yl)-3-[(S)-methylsulfinyl]-4-(difluoromethyl)benzamide